((2R,4S)-4-((ethylamino)methyl)-4-hydroxytetrahydrofuran-2-yl)((S)-1-(4-fluorophenyl)-3,4-dihydroisoquinolin-2(1H)-yl)methanone C(C)NC[C@]1(C[C@@H](OC1)C(=O)N1[C@H](C2=CC=CC=C2CC1)C1=CC=C(C=C1)F)O